1-(2-Methoxy-5-(2,7-diazaspiro[3.5]nonane-7-carbonyl)phenyl)dihydropyrimidine-2,4(1H,3H)-dione COC1=C(C=C(C=C1)C(=O)N1CCC2(CNC2)CC1)N1C(NC(CC1)=O)=O